C1NCC12CN(CC2)CCCNC2=CC(=NC1=CC=CC=C21)C2=CC=C(C=C2)OC N-(3-(2,6-diazaspiro[3.4]oct-6-yl)propyl)-2-(4-methoxyphenyl)quinolin-4-amine